FC(OC=1C=C(C=CC1)C1=NN(C=2C1=NC=C(C2)C(=O)NC2(CS(C2)(=O)=O)C)CC(C)C)F 3-(3-(difluoromethoxy)phenyl)-1-isobutyl-N-(3-methyl-1,1-dioxidothietan-3-yl)-1H-pyrazolo[4,3-b]pyridine-6-carboxamide